3-(5-(1-Methyl-5-(4-(trifluoromethyl)piperidin-1-yl)-1H-1,2,4-triazol-3-yl)-1-oxoisoindolin-2-yl)piperidine-2,6-dione CN1N=C(N=C1N1CCC(CC1)C(F)(F)F)C=1C=C2CN(C(C2=CC1)=O)C1C(NC(CC1)=O)=O